NC1=CC(=NC=C1)N(C(C)=O)C1=CC(=C(C(=C1)F)C)F N-(4-aminopyridin-2-yl)-N-(3,5-difluoro-4-methylphenyl)acetamide